sodium hydrogen (4-acetamido-1-isopropyl-1H-pyrazolo[3,4-d]pyrimidin-3-yl)boronate C(C)(=O)NC1=C2C(=NC=N1)N(N=C2B(O)[O-])C(C)C.[Na+]